COC(=O)C=1OC=C(C(C1OC)=O)C(=O)OC 3-methoxy-4-oxo-4H-pyran-2,5-dicarboxylic acid dimethyl ester